CN1N=CC(=C1)C#CC1=CC=C(OC2=C(N=NN2)C(=O)O)C=C1 5-(4-(2-(1-Methyl-1H-pyrazol-4-yl)ethynyl)phenoxy)-1H-1,2,3-triazole-4-carboxylic acid